N-(β-aminoethyl)-γ-Aminopropyltrimethyldimethoxysilane NCCNCCC[SiH](OC(C)(C)C)OC